4-(4,5-diphenyloxazol-2-yl)-N-methylbutanamide C1(=CC=CC=C1)C=1N=C(OC1C1=CC=CC=C1)CCCC(=O)NC